tert-butyl 4-(2-(4-(((benzyloxy)carbonyl)amino)piperidin-1-yl)ethyl)piperidine-1-carboxylate C(C1=CC=CC=C1)OC(=O)NC1CCN(CC1)CCC1CCN(CC1)C(=O)OC(C)(C)C